CN1C2(CC2)C(N(C1=O)CC1=CC2=NC=CC(=C2S1)B(O)O)=O (2-((4-methyl-5,7-dioxo-4,6-diazaspiro[2.4]heptan-6-yl)methyl)thieno[3,2-b]pyridin-7-yl)boronic acid